C(CC(=O)C)(=O)O.C(CC(=O)C)(=O)O.C(CC(=O)C)(=O)O.C(O)C(CC)(CO)CO 1,1,1-trimethylolpropane triacetoacetate